OCC=1NC=2N(C(C1C=1C=C3C=CC=NC3=CC1)=O)N=C(C2C2=CC=CC=C2)C2=CC=CC=C2 5-(hydroxymethyl)-2,3-diphenyl-6-(quinolin-6-yl)pyrazolo[1,5-a]Pyrimidin-7(4H)-one